2-(2-iodophenyl)-indole IC1=C(C=CC=C1)C=1NC2=CC=CC=C2C1